N1(CCCC1)C(C(=O)N)=CC (pyrrolidin-1-yl)but-2-enamide